C1(CC1)C1=NN(C(=C1C(F)(F)F)C(=O)NC1=CC(=NC=C1)SC)C[C@@]1(C2(CC2)C(C1)(F)F)C 3-cyclopropyl-1-{[(4S)-6,6-difluoro-4-methylspiro[2.3]hexan-4-yl]methyl}-N-[2-(methylsulfanyl)pyridin-4-yl]-4-(trifluoromethyl)-1H-pyrazole-5-carboxamide